perfluoro-3-5-oxahexylethylene FC(=C(F)F)C(C(C(F)(F)F)(F)F)(C(OC(F)(F)F)(F)F)F